OC(CCCCC(C(=O)OC)(C)C1=CC(=CC=C1)I)C#C methyl 7-hydroxy-2-(3-iodophenyl)-2-methylnon-8-ynoate